benzhydryl (E)-3-cephem-4-carboxylate iodide [I-].S1CC=C(N2[C@H]1CC2=O)C(=O)OC(C2=CC=CC=C2)C2=CC=CC=C2